ClC=1C(N(C(=CC1OC([2H])([2H])C1=NC=CC=C1F)C)C1=C(C(=NC=C1C)C1=C(C(=NC=C1)C(=O)OC)F)F)=O methyl 4-{3-chloro-4-[(3-fluoropyridin-2-yl)(2H2)methoxy]-6-methyl-2-oxopyridin-1-yl}-3,3'-difluoro-5-methyl-[2,4'-bipyridine]-2'-carboxylate